3-(2-(Dimethylamino)ethyl)-1H-indol-4-yl phenethyl carbonate C(OC1=C2C(=CNC2=CC=C1)CCN(C)C)(OCCC1=CC=CC=C1)=O